(+/-)-(3-(4-(2-amino-6-methylpyrimidin-4-yl)-1,4-oxazepan-3-yl)-4-chlorophenyl)(imino)(methyl)λ6-sulfanone NC1=NC(=CC(=N1)N1C(COCCC1)C=1C=C(C=CC1Cl)S(=O)(C)=N)C